isononyl butyryl peroxide C(CCC)(=O)OOCCCCCCC(C)C